BrC=1N=CC(=NC1)C1(CC1)N 1-(5-bromopyrazin-2-yl)cyclopropan-1-amine